C1(C=CCO1)=O maleolactone